(S)-tert-Butyl-3-(4-(3,4-dichloro-2-fluorophenoxy)quinazolin-6-yl)pyrrolidine-1-carboxylate C(C)(C)(C)OC(=O)N1C[C@@H](CC1)C=1C=C2C(=NC=NC2=CC1)OC1=C(C(=C(C=C1)Cl)Cl)F